ClCC1OCCO1 chloromethyl-dioxolan